3,4'-Di-O-methylquercetin COC1=C(OC=2C=C(C=C(C2C1=O)O)O)C1=CC(O)=C(OC)C=C1